CSC(=N)C1=NC=CC(=C1)SC=1C(=C2C=CNC2=C(C1F)F)Br.CO[Si](CC[Si](OC)(OC)OC)(OC)OC 1,2-bis(trimethoxysilyl)ethane methyl-4-((4-bromo-6,7-difluoro-1H-indol-5-yl)thio)pyridine-2-carbimidothioate